CN1C(C=CC(=C1)B1OC(C(O1)(C)C)(C)C)=O 1-Methyl-5-(4,4,5,5-tetramethyl-1,3,2-dioxaborolan-2-yl)pyridin-2(1H)-one